BrC1=CC2=C(NC(C(N2CCCC)=O)=O)N=C1C 7-bromo-1-butyl-6-methyl-4H-pyrido[2,3-b]Pyrazine-2,3-dione